NCCNCC1=CC=C(CC[Si](OC)(OC)OC)C=C1 4-(2-aminoethylaminomethyl)phenethyl-trimethoxysilane